CCC(COC1CCCCC1C(C)(C)C)O 2-tert-butylcyclohexyloxybutanol